C(#N)[C@@]1(C(N(C[C@H]1C)C=1C=2N(C=C(N1)C=1C=CC(=NC1)C#N)N=CC2)=O)C2CC2 5-[4-[(3R,4S)-3-cyano-3-cyclopropyl-4-methyl-2-oxopyrrolidin-1-yl]pyrazolo[1,5-a]pyrazin-6-yl]pyridine-2-carbonitrile